3-(3-(4-(2,3-dichlorophenyl)piperazin-1-yl)-3-oxopropyl)-8-fluoro-3,5-dihydro-4H-pyrimido[5,4-b]indol-4-one formate salt C(=O)O.ClC1=C(C=CC=C1Cl)N1CCN(CC1)C(CCN1C=NC2=C(NC=3C=CC(=CC23)F)C1=O)=O